SCCC1=C(C=CC=C1)CCS 1,2-bis(2-mercaptoethyl)benzene